N-[5-(2,2-difluoroethoxy)pyridin-3-yl]-N-({5-[5-(difluoromethyl)-1,3,4-oxadiazol-2-yl]-1,3-thiazol-2-yl}methyl)ethane-1-sulfonamide FC(COC=1C=C(C=NC1)N(S(=O)(=O)CC)CC=1SC(=CN1)C=1OC(=NN1)C(F)F)F